C[S+](CCCN)C[C@@H]1[C@H]([C@H]([C@@H](O1)N2C=NC3=C(N=CN=C32)N)O)O The molecule is the S-adenosyl derivative of methioninamine. It has a role as an Escherichia coli metabolite and a mouse metabolite. It is a sulfonium compound and a member of adenosines. It derives from a 3-methylthiopropylamine. It is a conjugate base of a S-adenosylmethioninaminium.